ONC(=O)C(C(=O)NC1=CC=C(C=C1)CN1N=NC(=C1)CNS(=O)(=O)C1=CC=C(C=C1)I)C(C)C 2-(Hydroxycarbamoyl)-N-[4-[[4-[[(4-iodophenyl)sulfonylamino]methyl]triazol-1-yl]methyl]phenyl]-3-methyl-butanamide